Methyl (4R)-6-[[(8aS)-3-oxo-1,2,5,6,8,8a-hexahydroimidazo[1,5-a]pyrazin-7-yl]methyl]-4-(2-chloro-4-fluoro-phenyl)-2-thiazol-2-yl-1,4-dihydropyrimidine-5-carboxylate O=C1NC[C@@H]2N1CCN(C2)CC2=C([C@@H](N=C(N2)C=2SC=CN2)C2=C(C=C(C=C2)F)Cl)C(=O)OC